C(C)C=1NC=CN1 2-ethylimidazole